OCCN(CCS(=O)(=O)C1=C(OC2=C(C=C(C=C2)C2=NOC(=N2)CN2C(N(C(C2=O)(C)C)CCN2CCOCC2)=O)C(F)(F)F)C=CC=C1)CCO 3-((3-(4-(2-((2-(bis(2-hydroxyethyl)amino)ethyl)sulfonyl)phenoxy)-3-(trifluoromethyl)phenyl)-1,2,4-oxadiazol-5-yl)methyl)-5,5-dimethyl-1-(2-morpholinoethyl)imidazolidine-2,4-dione